ClC(C1=NC(=NO1)C=1C=NC(=NC1)NC1(CC(C1)O)C1=C(C=CC=C1)F)(F)F 3-[[5-[5-[chloro(difluoro)methyl]-1,2,4-oxadiazol-3-yl]pyrimidin-2-yl]amino]-3-(2-fluorophenyl)cyclobutan-1-ol